(S)-N-(4,4,4-trifluoro-1-(2,4,5-trifluorophenyl)butan-2-yl)-4-(trifluoromethoxy)benzenesulfonamide FC(C[C@H](CC1=C(C=C(C(=C1)F)F)F)NS(=O)(=O)C1=CC=C(C=C1)OC(F)(F)F)(F)F